4-acryloyloxyphenylboronic acid C(C=C)(=O)OC1=CC=C(C=C1)B(O)O